C(C1=CC=CC=C1)SC(C(Cl)Cl)NC(C1=CC=C(C=C1)Br)=O N-(1-(benzylthio)-2,2-dichloroethyl)-4-bromobenzamide